benzyl (6-aminohexan-2-yl)carbamate NCCCCC(C)NC(OCC1=CC=CC=C1)=O